C(CCCCCCCCCCCCCCCCCCCCCCCCCCC)(=O)OCCCCCCCCCCCCCCCCCCCCCCCCCCCCCC triacontyl montanate